(2R,3R,4S,5R)-2-acetoxy-6-(4-chloro-3-(4-(((R)-tetrahydrofuran-3-yl)oxy)benzyl)phenyl)-6-oxohexane-1,3,4,5-tetrayltetrabenzoate C(C)(=O)O[C@H](CC1=C(C(=O)[O-])C=CC=C1)[C@H]([C@@H]([C@@H](C(=O)C1=CC(=C(C=C1)Cl)CC1=CC=C(C=C1)O[C@H]1COCC1)C1=C(C(=O)[O-])C=CC=C1)C1=C(C(=O)[O-])C=CC=C1)C1=C(C(=O)[O-])C=CC=C1